NC1=C2C(=NC=N1)N(N=C2C2=CC=1C(=NC(=CC1)C(=O)NC)N2)C(C)(C)C 2-{4-Amino-1-tert-butyl-1H-pyrazolo[3,4-d]pyrimidin-3-yl}-N-methyl-1H-pyrrolo[2,3-b]pyridine-6-carboxamide